[Cl-].[N+](=O)([O-])C1=CC(=CC=C1)[N+](=O)[O-] 2,6-dinitrobenzene chloride